C1(CC1)S(=O)(=O)NC1=CC(=NC=C1)C1(CCOCC1)NC(=O)C=1SC(=CN1)C1=NC(=CN=C1)OCC N-[4-(4-cyclopropanesulfonamidopyridin-2-yl)oxan-4-yl]-5-(6-ethoxypyrazin-2-yl)-1,3-thiazole-2-carboxamide